tert-butyl 2-(2-(((benzyloxy) carbonyl) amino) ethyl)-2,5-dihydro-1H-pyrrole-1-carboxylate C(C1=CC=CC=C1)OC(=O)NCCC1N(CC=C1)C(=O)OC(C)(C)C